ClC1=C(C=C(C=C1)C1=NN(C(=N1)CC(=O)N[C@H]1CCC2=CC=CC=C12)CC)OC(C)C 2-[3-(4-Chloro-3-isopropyloxyphenyl)-1-ethyl-1H-1,2,4-triazol-5-yl]-N-[(1S)-2,3-dihydro-1H-inden-1-yl]acetamid